O[C@H](CNC(O[C@@H]1CC[C@H](CC1)C(N(C[C@@H]1CC[C@H](CC1)C1=NC(=C(C=C1)OC)C)C1=NC=CC(=C1)C=1N=C(OC1)C1CC1)=O)=O)C trans-4-((4-(2-Cyclopropyloxazol-4-yl)pyridin-2-yl)-((trans-4-(5-meth-oxy-6-methylpyridin-2-yl)cyclohexyl)-methyl)carbamoyl)-cyclohexyl ((S)-2-hydroxypropyl)carbamate